N=1N(N=C2C1C1=CC=CC=C1C=C2)C=2C=CC(=C(C2)S(=O)(=O)[O-])\C=C\C2=CC=CC=C2.[Na+] sodium 5-(2H-naphtho[1,2-d][1,2,3]triazol-2-yl)-2-[(E)-2-phenylvinyl]benzenesulfonate